tert-butyldiphenyl((5-(4,4,5,5-tetramethyl-1,3,2-dioxaborolan-2-yl)-3,6-dihydro-2H-pyran-2-yl)methoxy)silane C(C)(C)(C)[Si](OCC1OCC(=CC1)B1OC(C(O1)(C)C)(C)C)(C1=CC=CC=C1)C1=CC=CC=C1